COC(CCC(=O)N1CC(C1)(C(NC=1C(=NC(=CC1)C)OC)=O)C1=C(C=CC=C1)C(C)C)=O 4-(3-(2-isopropylphenyl)-3-((2-methoxy-6-methylpyridin-3-yl)carbamoyl)azetidin-1-yl)-4-oxobutanoic acid methyl ester